N1(C=NC=C1)C(=O)N1CCC2(C(NC3=NC=CC=C32)=O)CCC1 1-(1H-imidazole-1-carbonyl)spiro[azepane-4,3'-pyrrolo[2,3-b]pyridin]-2'(1'H)-one